NC1=NC=CC=C1C1=NC=2C(=NC(=CC2)C2=CC=C(C=C2)Cl)N1C1=CC=C(C(=O)[O-])C=C1 4-(2-(2-aminopyridin-3-yl)-5-(4-chlorophenyl)-3H-imidazo[4,5-b]pyridin-3-yl)benzoate